NC1=C(C(=O)NC=2SC(=CC2)C#N)C=CC=C1 2-amino-N-(5-cyanothiophen-2-yl)benzamide